Cl.NCC(CCl)=O (R)-1-amino-3-chloro-2-propanone hydrochloride